(8-(benzo[d]thiazol-6-yl)-2,3-Dihydro-4H-pyrido[4,3-b][1,4]oxazin-4-yl)(1-(3-fluorobenzyl)azetidin-3-yl)methanone S1C=NC2=C1C=C(C=C2)C2=CN=CC1=C2OCCN1C(=O)C1CN(C1)CC1=CC(=CC=C1)F